C1(=C(C=CC=C1)N(C1=CC=2C(C3=CC=CC=C3C2C=C1)(C1=CC=CC=C1)C1=CC=CC=C1)C1=CC=C(C=C1)C=1C2=CC=CC=C2C=2C=CC=CC2C1)C1=CC=CC=C1 N-([1,1'-biphenyl]-2-yl)-N-(4-(phenanthren-9-yl)phenyl)-9,9-diphenyl-9H-fluoren-2-amine